FC1=C(C(=CC=C1)C)N1CCC(CC1)N1C(N(C=2C(C1)=CN(N2)CC(C)F)CC2=C(C=CC=C2)C(F)(F)F)=O 5-[1-(2-Fluoro-6-methyl-phenyl)-piperidin-4-yl]-2-(2-fluoro-propyl)-7-(2-trifluoromethyl-benzyl)-2,4,5,7-tetrahydro-pyrazolo[3,4-d]pyrimidin-6-one